N-((4,4-difluorocyclohexyl)(5-(2-methoxy-1-(2-oxo-4-(trifluoromethyl)imidazolidin-1-yl)ethyl)benzo[d]oxazol-2-yl)methyl)-4-ethyloxazole-5-carboxamide FC1(CCC(CC1)C(NC(=O)C1=C(N=CO1)CC)C=1OC2=C(N1)C=C(C=C2)C(COC)N2C(NC(C2)C(F)(F)F)=O)F